1-(1-acetylpiperidine-4-yl)-3-((5-(5-(difluoromethyl)-1,3,4-oxadiazole-2-yl)pyridine-2-yl)methyl)-5-(trifluoromethyl)-1,3-dihydro-2H-benzo[d]imidazole-2-one C(C)(=O)N1CCC(CC1)N1C(N(C2=C1C=CC(=C2)C(F)(F)F)CC2=NC=C(C=C2)C=2OC(=NN2)C(F)F)=O